4-(8-hydroxy-octyloxy)chalcone OCCCCCCCCOC1=CC=C(C=C1)\C=C\C(=O)C1=CC=CC=C1